(±)-cis-N1-(8-amino-6-(4-methylpyridin-3-yl)-2,7-naphthyridin-3-yl)-N2-Ethylcyclopropane-1,2-dicarboxamide NC=1N=C(C=C2C=C(N=CC12)NC(=O)[C@H]1[C@H](C1)C(=O)NCC)C=1C=NC=CC1C |r|